4-(4-bromophenyl)-1-(2-methoxyethyl)piperidine BrC1=CC=C(C=C1)C1CCN(CC1)CCOC